C1(CC2C(CC1)O2)CC 2-(3,4-epoxycyclohexane-1-yl)ethane